N-methylmethanamine (R)-mandelate C([C@H](O)C1=CC=CC=C1)(=O)O.CNC